C(CCCCCC)(=O)O enanthic acid